OC=1C=C(C=CC1O)N[C@@H](CO)C(=O)O (3,4-dihydroxyphenyl)-serine